BrC=1C=C(C=NC1)NC1=C(C=C(C=C1)Cl)F 5-bromo-N-(4-chloro-2-fluoro-phenyl)pyridin-3-amine